benzyl 4-(1-(4-amino-2-ethyl-5-methoxyphenyl)piperidin-4-yl)piperazine-1-carboxylate NC1=CC(=C(C=C1OC)N1CCC(CC1)N1CCN(CC1)C(=O)OCC1=CC=CC=C1)CC